C1(=CC=CC=C1)[C@@H](N)CO |r| (±)-2-phenylglycinol